tert-Butyl 4-((2-(2,6-dioxopiperidin-3-yl)-1-oxoisoindolin-5-yl)ethynyl)piperidine-1-carboxylate O=C1NC(CCC1N1C(C2=CC=C(C=C2C1)C#CC1CCN(CC1)C(=O)OC(C)(C)C)=O)=O